calcium magnesium-silicon [Si].[Mg].[Ca]